eicosane-1,11-diol C(CCCCCCCCCC(CCCCCCCCC)O)O